COC1=CC=C(C=C1)NC1=CC=2N(C3=CC=CC=C3C2C=C1)C N-(4-methoxyphenyl)-9-methyl-9H-carbazol-2-amine